4-(4-(1-(1-(bicyclo[1.1.1]pentan-1-yl)-1H-pyrazol-4-yl)-5-chloro-1H-indazol-6-yl)piperazin-1-yl)-3,4-dimethyltetrahydrofuran-3-ol C12(CC(C1)C2)N2N=CC(=C2)N2N=CC1=CC(=C(C=C21)N2CCN(CC2)C2(C(COC2)(O)C)C)Cl